BrC1=CC(=C(O[C@H](C(=O)O)C)C=C1F)C1=NOC=C1 (2S)-2-[4-bromo-5-fluoro-2-(1,2-oxazol-3-yl)phenoxy]propionic acid